C1(=CC=CC=C1)NC1=CC=C(C=C1)NCC(COC=O)O N-phenyl-N'-(3-formyloxy-2-hydroxypropyl)p-phenylenediamine